2-chloro-7-(3-chloro-5-fluoro-phenyl)-N-methyl-5,6-dihydropyrrolo[2,3-d]Pyrimidine-4-amine ClC=1N=C(C2=C(N1)N(CC2)C2=CC(=CC(=C2)F)Cl)NC